Pentadecatrienal C(C=CC=CC=CCCCCCCCC)=O